C(C)OC=1C=C(CN2C(C=CC(=C2)C2=NC(=NC(=C2)C(F)(F)F)S(=O)(=O)C)=O)C=CC1 1-(3-ethoxybenzyl)-5-(2-(methylsulfonyl)-6-(trifluoromethyl)pyrimidin-4-yl)pyridin-2(1H)-one